2,4-diallyl-6-amino-1,3,5-triazine C(C=C)C1=NC(=NC(=N1)CC=C)N